N1N=NN=C1C1=NC=C(C=N1)C=1C=C2C(=NC1)NN=C2C(=O)C=2C(=C(C(=CC2)F)NS(=O)(=O)CCC)F N-(3-(5-(2-(1H-tetrazol-5-yl)pyrimidin-5-yl)-1H-pyrazolo[3,4-b]pyridine-3-carbonyl)-2,6-difluorophenyl)propane-1-sulfonamide